6-(Imidazo[1,2-a]pyridin-7-yl)-5-(2-(3,3,3-trifluoropropyl)oxazol-5-yl)picolinonitril N=1C=CN2C1C=C(C=C2)C2=C(C=CC(=N2)C#N)C2=CN=C(O2)CCC(F)(F)F